ICI Di-iodomethane